2-oxo-pyrrolidine-3-carboxylic acid methyl ester COC(=O)C1C(NCC1)=O